F[C@H]1[C@@H](CN(C1)C=1C=NC(=CC1)C)N (3R,4R)-4-fluoro-1-(6-methylpyridin-3-yl)pyrrolidin-3-amine